COC1(COC1)C1=NC=CC(=C1C1CCN(CC1)C1=CC(=NC(=N1)C(F)(F)F)N1[C@@H]([C@@H](C1)N1CCN(CC1)C(C=C)=O)C)C 1-(4-((2R,3R)-1-(6-(4-(2-(3-methoxyoxetan-3-yl)-4-methylpyridin-3-yl)piperidin-1-yl)-2-(trifluoromethyl)pyrimidin-4-yl)-2-methylazetidin-3-yl)piperazin-1-yl)prop-2-en-1-one